CC1N(CCN(C1)C1=C(C=CC=C1)[N+](=O)[O-])C(C)C methyl-(cis)-1-isopropyl-4-(2-nitrophenyl)piperazine